C(C)(C)(C)OC(=O)NC1CC=C(CC1)C=1SC(=CN1)C1=C(C=C(C=C1)NC(OC(C)C)=O)S(NC(C)(C)C)(=O)=O isopropyl N-[4-[2-[4-(tert-butoxycarbonylamino)cyclohexen-1-yl] thiazol-5-yl]-3-(tert-butylsulfamoyl)phenyl]carbamate